ClC1=CC=C(C=C1)C1(OC2=C(O1)C=CC=C2C2CCN(CC2)CC2=NC=C(C=C2CCOC)C2=NN=C(N2)C(F)(F)F)C 2-({4-[2-(4-chlorophenyl)-2-methyl-2H-1,3-benzodioxol-4-yl]Piperidine-1-yl}methyl)-3-(2-methoxyethyl)-5-[5-(trifluoromethyl)-4H-1,2,4-triazol-3-yl]Pyridine